(5R)-5-[2-[(4-amino-8-methoxy-5,5-dimethyl-6H-benzo[H]quinazolin-7-yl)amino]ethyl]oxazolidin-2-one NC1=NC=NC=2C3=C(CC(C12)(C)C)C(=C(C=C3)OC)NCC[C@@H]3CNC(O3)=O